OC1=C(C(=CC(=C1)C(F)(F)F)C)C=1C=CC=2C(N1)=NN(C2C)CC2CC(NC2)=O 4-[[6-[2-hydroxy-6-methyl-4-(trifluoromethyl)phenyl]-3-methyl-pyrazolo[3,4-b]pyridin-2-yl]methyl]pyrrolidin-2-one